(+/-)-N-(4-{[3-(4-cyano-3-fluorophenyl)-1-{[2-(trimethylsilyl)ethoxy]methyl}-1H-pyrrolo[2,3-b]pyridin-4-yl]oxy}-3,5-difluorophenyl)-N'-[1-(oxetan-3-yl)ethyl]urea C(#N)C1=C(C=C(C=C1)C1=CN(C2=NC=CC(=C21)OC2=C(C=C(C=C2F)NC(=O)N[C@H](C)C2COC2)F)COCC[Si](C)(C)C)F |r|